COC(C(C(=O)OC)(C)CC1=CN=C(C2=CN=C(C=C12)Cl)N1C(CC1)C)=O 2-((6-chloro-1-(2-methylazetidin-1-yl)-2,7-naphthyridin-4-yl)methyl)-2-methylmalonic acid di-Methyl ester